FC1=CN(C(C(=N1)C(=O)N)=O)CC(CO)O 6-fluoro-4-(2,3-dihydroxypropyl)-3-oxo-3,4-dihydropyrazine-2-carboxamide